4-(3-(6-bromo-1,3-dioxo-1H-benzo[de]isoquinolin-2(3H)-yl)propionyl)piperazine-1-carboxylic acid tert-butyl ester C(C)(C)(C)OC(=O)N1CCN(CC1)C(CCN1C(C2=CC=CC=3C2=C(C1=O)C=CC3Br)=O)=O